O1C[C@H](CC1)NC=1N=C2C(=NC1)NC=C2C2CCN(CC2)C(=O)C2=CC=C(C=C2)OC(F)(F)F [4-[2-[[(3S)-tetrahydrofuran-3-yl]amino]-5H-pyrrolo[2,3-b]pyrazin-7-yl]-1-piperidyl]-[4-(trifluoromethoxy)phenyl]methanone